2-tri-n-butylstannylthienothiophene C(CCC)[Sn](C1=CC2=C(C=CS2)S1)(CCCC)CCCC